(2-amino-5-trifluoromethylpyrimidin-4-yl)piperidin-4-ol NC1=NC=C(C(=N1)N1CCC(CC1)O)C(F)(F)F